(±)-2-(3-((2-(Trifluoromethyl)phenoxy)methyl)pyrrolidin-1-yl)nicotinic Acid FC(C1=C(OC[C@H]2CN(CC2)C2=C(C(=O)O)C=CC=N2)C=CC=C1)(F)F |r|